tert-butyl 4-bromo-6-((2-(2-ethoxy-2-oxoethyl)phenoxy)methyl)-2-(trifluoromethyl)-1H-indole-1-carboxylate BrC1=C2C=C(N(C2=CC(=C1)COC1=C(C=CC=C1)CC(=O)OCC)C(=O)OC(C)(C)C)C(F)(F)F